7-bromo-4-chloro-2-[(1S,2S)-2-(4-methylpyrimidin-2-yl)cyclopropyl]quinoline BrC1=CC=C2C(=CC(=NC2=C1)[C@@H]1[C@H](C1)C1=NC=CC(=N1)C)Cl